(N-(4-(3-ethyl-4-oxo-3,4-dihydro-phthalazin-1-yl)benzyl)sulfamoyl)carbamic acid tert-butyl ester C(C)(C)(C)OC(NS(NCC1=CC=C(C=C1)C1=NN(C(C2=CC=CC=C12)=O)CC)(=O)=O)=O